(2S,3R)-3-((2-aminopyridin-4-yl)methyl)-N2-(1-methyl-1H-pyrazol-3-yl)-N1-((R)-1-cyclohexylpentyl)-N2-methyl-4-oxoazetidine-1,2-dicarboxamide NC1=NC=CC(=C1)C[C@@H]1[C@H](N(C1=O)C(=O)N[C@H](CCCC)C1CCCCC1)C(=O)N(C)C1=NN(C=C1)C